C1(CC1)C(CNC(=O)C=1C=C2C=C(N=NC2=C(C1)OC)C)(O)C1=NC(=CC(=C1)C(C)(C)O)C1=CC(=C(C=C1)F)F (-)-N-{2-cyclopropyl-2-[6-(3,4-difluorophenyl)-4-(2-hydroxypropan-2-yl)pyridin-2-yl]-2-hydroxyEthyl}-8-methoxy-3-methylcinnoline-6-carboxamide